1-Benzylpyrrolidine-3,4-dimethanol C(C1=CC=CC=C1)N1CC(C(C1)CO)CO